N1(CCNCCN(CCC1)CC=1C(=C(C=C(C1)C)C(C(=O)N)(CO)O)O)CC=1C(=C(C=C(C1)C)C(C(=O)N)(CO)O)O N'-{1,4,7-triazacyclodecane-1,7-diylbis[methylene(2-hydroxy-5-methyl-3,1-phenylene)]}bis(2,3-dihydroxypropionamide)